N-(4-(4-amino-5-(4-((5-fluoropyrimidin-2-yl)oxy)phenyl)-7-methyl-7H-pyrrolo[2,3-d]pyrimidin-6-yl)-3-fluorophenyl)methacrylamide NC=1C2=C(N=CN1)N(C(=C2C2=CC=C(C=C2)OC2=NC=C(C=N2)F)C2=C(C=C(C=C2)NC(C(=C)C)=O)F)C